NC1=C(C=NC=N1)C(=O)NN 6-aminopyrimidin-5-carbohydrazide